C(CCCCCCCCCC)(=O)[O-].[Na+].OC(C)N1C(=O)N(C(=O)C1(C)C)O 1,3-dihydroxyethyl-5,5-dimethyl-hydantoin sodium undecanoate salt